CC(CBr)CCBr 2-methyl-1,4-dibromobutane